C(#N)C=1C=C(C(=NC1)OC)S(=O)(=O)NC1=C(C(=C(C=C1)F)C=1C=CC=2N(N1)C=NC2C=2NC=CN2)F 5-cyano-N-[2,4-difluoro-3-[5-(1H-imidazol-2-yl)imidazo[1,5-b]pyridazin-2-yl]phenyl]-2-methoxypyridine-3-sulfonamide